4-chloro-1-(p-tolylsulfonyl)-3-[(2S)-4,4-difluoro-2-(fluoromethyl)pyrrolidin-1-yl]indazole ClC1=C2C(=NN(C2=CC=C1)S(=O)(=O)C1=CC=C(C=C1)C)N1[C@@H](CC(C1)(F)F)CF